(+)-4-(4-{[2-(1,3-Dimethyl-1H-pyrazol-4-yl)pyrrolidin-1-yl]methyl}phenoxy)-2-hydroxybenzamide CN1N=C(C(=C1)C1N(CCC1)CC1=CC=C(OC2=CC(=C(C(=O)N)C=C2)O)C=C1)C